5-(1H-imidazol-1-yl)-2-(5-((E)-((1s,5r)-1-methyl-8-azabicyclo[3.2.1]oct-3-ylidene)methyl)pyrazin-2-yl)phenol N1(C=NC=C1)C=1C=CC(=C(C1)O)C1=NC=C(N=C1)/C=C\1/C[C@@]2(CC[C@H](C1)N2)C